NCCC=1C=NC(=NC1)C1=C(C=C(C#N)C=C1)OC=1SC(=NN1)N1CCCCC1 4-[5-(2-aminoethyl)pyrimidin-2-yl]-3-[(5-piperidin-1-yl-1,3,4-thiadiazol-2-yl)oxy]benzonitrile